FC(C(=O)O)(F)F.CNC=1N=CC(=C2C=C(N=CC12)NC(=O)C1CC1)C=1OC2=C(N1)C=C(C=C2)C2CCNCC2 N-(8-(methylamino)-5-(5-(piperidin-4-yl)benzo[d]oxazol-2-yl)-2,7-naphthyridin-3-yl)cyclopropanecarboxamide 2,2,2-trifluoroacetate